O=C1NC(CCC1N1C(N(C2=C1C=CC=C2C#CCCCC=2C(=NC=CC2)C(=O)N)C)=O)=O (5-(1-(2,6-dioxopiperidin-3-yl)-3-methyl-2-oxo-2,3-dihydro-1H-benzo[d]imidazol-4-yl)pent-4-yn-1-yl)picolinamide